Pyrimidine 1-oxide [N+]1(=CN=CC=C1)[O-]